N-({2-[5-fluoro-2-(2H-1,2,3-triazol-2-yl)benzoyl]-4-methyl-2-azabicyclo[3.1.1]hept-3-yl}methyl)-6-(trifluoromethyl)pyridazin-3-amine FC=1C=CC(=C(C(=O)N2C3CC(C(C2CNC=2N=NC(=CC2)C(F)(F)F)C)C3)C1)N1N=CC=N1